ClC1=C(C=C(C=C1)CN)C=1C=C2C=C(C(=NC2=CC1)N1CCNCC1)Cl [4-chloro-3-(3-chloro-2-piperazin-1-yl-6-quinolyl)phenyl]methanamine